[1-ethyl-3-(4-fluorophenyl)-1H-pyrazol-4-yl]-6-phenylfuro[2,3-d]pyrimidine C(C)N1N=C(C(=C1)C=1N=CC2=C(N1)OC(=C2)C2=CC=CC=C2)C2=CC=C(C=C2)F